5-[(4-chloro-2-fluorophenyl)amino]-4-methylpyridine-3-carboxylic acid methyl ester COC(=O)C=1C=NC=C(C1C)NC1=C(C=C(C=C1)Cl)F